Cl.CN1N=C(C2=CC=C(C=C12)C1=NOC(=N1)C1CCNCC1)C 3-(1,3-dimethyl-1H-indazol-6-yl)-5-(piperidin-4-yl)-1,2,4-oxadiazole hydrochloride